trilauryl thiophosphite P(SCCCCCCCCCCCC)(OCCCCCCCCCCCC)OCCCCCCCCCCCC